CN(C)CC1=CC=C(S1)C=1N=CNC1 4-(5-((dimethylamino)methyl)thiophen-2-yl)-1H-imidazol